N[C@H](CC(=O)O)C(=O)O D-(+)-aspartic acid